2-(4-nitrophenyl)-2-propanol [N+](=O)([O-])C1=CC=C(C=C1)C(C)(C)O